3-methyl-7-(4-methylpiperazin-1-yl)pyrido[3,4-d]pyridazin-4(3H)-one CN1N=CC2=C(C1=O)C=NC(=C2)N2CCN(CC2)C